2-[4-(4-Bromo-1-methyl-1H-pyrazole-3-carbonyl)-piperazin-1-yl]-1-(4-chloro-phenyl)-ethanone BrC=1C(=NN(C1)C)C(=O)N1CCN(CC1)CC(=O)C1=CC=C(C=C1)Cl